6-((4-((tert-Butyldiphenylsilyl)oxy)butyl)(methyl)amino)-11-((N-(3-hexylundecan-oyl)-N-methylglycyl)oxy)undecyl 9-(((pentylthio)methyl)thio)nonanoate C(CCCC)SCSCCCCCCCCC(=O)OCCCCCC(CCCCCOC(CN(C)C(CC(CCCCCCCC)CCCCCC)=O)=O)N(C)CCCCO[Si](C1=CC=CC=C1)(C1=CC=CC=C1)C(C)(C)C